N1=C(C=CC=C1)N1CCN(CC1)CCOC1=C(C#N)C=CC=C1 (2-(4-(pyridin-2-yl)piperazin-1-yl)ethoxy)benzonitrile